[N-](S(=O)(=O)C(F)(F)F)S(=O)(=O)C(F)(F)F.[N-](S(=O)(=O)C(F)(F)F)S(=O)(=O)C(F)(F)F.[N-](S(=O)(=O)C(F)(F)F)S(=O)(=O)C(F)(F)F.[Co+3] cobalt(III) tri[bis(trifluoromethylsulfonyl)imide]